C(C)(C)NC(=O)C1=CC=C(O1)CCC(=O)O 3-[5-(isopropylcarbamoyl)furan-2-yl]propanoic acid